The molecule is a 1-(4-{[2-(2,4-dichlorophenyl)-2-(1H-1,2,4-triazol-1-ylmethyl)-1,3-dioxolan-4-yl]methoxy}phenyl)-4-isopropylpiperazine in which positions 2 and 4 of the 1,3-dioxolane moiety have S and R configuration, respectively. It is an enantiomer of a (2R,4S)-terconazole. CC(C)N1CCN(CC1)C2=CC=C(C=C2)OC[C@@H]3CO[C@@](O3)(CN4C=NC=N4)C5=C(C=C(C=C5)Cl)Cl